[Li].C(#N)C=1N=C(NC1C#N)C(C(F)(F)F)(F)F 4,5-dicyano-2-(pentafluoroethyl)imidazole lithium